COC=1C=C(CN(C=2OC=C(N2)COCCOCCOC2=CC(=CC=C2)OC)CC2=CC(=CC=C2)OCCOC)C=CC1 N-(3-methoxybenzyl)-N-(3-(2-methoxyethoxy)benzyl)-4-((2-(2-(3-methoxyphenoxy)ethoxy)ethoxy)methyl)oxazol-2-amine